CC(C(C(=O)O)C(=O)O)CC(C(=O)O)C(=O)O 2-methylbutane-1,1,4,4-tetracarboxylic acid